Aluminum Zinc Oxid [O-2].[Zn+2].[Al+3]